5-(4-(2-morpholinoethoxy)phenyl)-1-(1H-benzo[d]imidazol-6-yl)imidazolidin-2-one O1CCN(CC1)CCOC1=CC=C(C=C1)C1CNC(N1C=1C=CC2=C(NC=N2)C1)=O